ClC=1C(=CC(=NC1)NC(=O)[C@@H]1C[C@@H](CCC1)NC([C@H](C)O)=O)C1=C2N(N=C1)CC(C2)(C)C (1S,3r)-N-(5-chloro-4-(5,5-dimethyl-5,6-dihydro-4H-pyrrolo[1,2-b]pyrazol-3-yl)pyridin-2-yl)-3-((S)-2-hydroxypropionamido)cyclohexanecarboxamide